2-(Methacryloyloxy)-N,N,N-trimethylethan-1-aminium methylsulfat COS(=O)(=O)[O-].C(C(=C)C)(=O)OCC[N+](C)(C)C